(S)-5-(5-(3,5-Dimethylisoxazol-4-yl)-1-((1r,4S)-4-hydroxycyclohexyl)-1H-benzo[d]imidazol-2-yl)pyrrolidin-2-one CC1=NOC(=C1C1=CC2=C(N(C(=N2)[C@@H]2CCC(N2)=O)C2CCC(CC2)O)C=C1)C